C(OC1=C(C=CC(=C1)Br)OC)(OC)=O 5-bromo-2-methoxyphenyl methyl carbonate